N-(7-methoxy-2-methylimidazo[1,2-a]pyridin-6-yl)-1,1-diphenylmethanimine COC1=CC=2N(C=C1N=C(C1=CC=CC=C1)C1=CC=CC=C1)C=C(N2)C